N-((3R,4S)-4-((6-(2,6-dichloro-3,5-di-methoxyphenyl)-8-(phenethylamino)pyrido[3,4-d]pyrimidin-2-yl)amino)tetrahydrofuran-3-yl)acrylamide ClC1=C(C(=C(C=C1OC)OC)Cl)C1=CC2=C(N=C(N=C2)N[C@H]2[C@H](COC2)NC(C=C)=O)C(=N1)NCCC1=CC=CC=C1